COC1=C(CN(S(=O)(=O)C2=NC=CC(=C2)NC(C2=C(N=C(C(=C2)C(C)(C)C)C)N2CCC(CC2)(F)F)=O)CC2=C(C=C(C=C2)OC)OC)C=CC(=C1)OC N-(2-(N,N-bis(2,4-dimethoxybenzyl)sulfamoyl)pyridin-4-yl)-5-(tert-butyl)-2-(4,4-difluoropiperidin-1-yl)-6-methylnicotinamide